O1CCC(=CC1)C1=CC=C(C=N1)C1=NNC2=CC=C(C=C12)O[C@@H](C)C1=C2C(=NC=C1F)NC=C2 (S)-3-(6-(3,6-dihydro-2H-pyran-4-yl)pyridin-3-yl)-5-(1-(5-fluoro-1H-pyrrolo[2,3-b]pyridin-4-yl)ethoxy)-1H-indazole